3-(2,2-difluoroethyl)-2-oxo-2,3-dihydro-1,3-benzoxazol FC(CN1C(OC2=C1C=CC=C2)=O)F